C(C1=CC=CC=C1)SC=1C(=NC(=NC1)C(F)(F)F)C (benzylthio)-4-methyl-2-(trifluoromethyl)pyrimidine